O=C(CNC(=O)C1(CCNCC1)CC(F)(F)F)NC=1C=C2CC3(C(NC4=NC=CC=C43)=O)CC2=CC1 N-(2-oxo-2-((2'-oxo-1,1',2',3-tetrahydrospiro[indene-2,3'-pyrrolo[2,3-b]pyridin]-5-yl)amino)ethyl)-4-(2,2,2-trifluoroethyl)piperidine-4-carboxamide